NC1=CC=C(C=C1)CCN 2-(4-aminophenyl)ethylamine